ClC1=C(C=C(N)C=C1)N1N=C(C=C1)F 4-chloro-3-(3-fluoro-1H-pyrazol-1-yl)aniline